ethyl 5-(2-((tert-butoxycarbonyl) amino) ethyl)-1,2,4-oxadiazole-3-carboxylate C(C)(C)(C)OC(=O)NCCC1=NC(=NO1)C(=O)OCC